ClC=1C(=NC=CC1C1=C(C(=CC=C1)NC1=NC=CC(=C1F)CNC[C@@H](C)O)Cl)C1=CC(=C(CNC[C@H]2CCC(N2)=O)C=C1)OC(F)F (R)-5-(((4-(3-chloro-4-(2-chloro-3-((3-fluoro-4-((((R)-2-hydroxypropyl)amino)methyl)pyridin-2-yl)amino)phenyl)pyridin-2-yl)-2-(difluoromethoxy)benzyl)amino)methyl)pyrrolidin-2-one